N=1N(N=C2C1C=CC=C2)C=2C=C(C=CC2O)CCOC(C(=C)C)=O 2-[3-(2H-Benzotriazol-2-yl)-4-hydroxyphenyl]ethylmethacrylat